6-(4-ethoxyphenyl)-2-oxo-1-(3,4,5-trimethoxyphenyl)-2,3-dihydro-1H-imidazo[4,5-c]pyridine-4-carboxamide C(C)OC1=CC=C(C=C1)C1=CC2=C(C(=N1)C(=O)N)NC(N2C2=CC(=C(C(=C2)OC)OC)OC)=O